C(N)(OC1=NC(N(C=C1F)[C@@H]1O[C@@H]([C@H]([C@H]1O)O)C)=O)=O (1-((2R,3R,4S,5R)-3,4-dihydroxy-5-methyltetrahydrofuran-2-yl)-5-fluoro-2-oxo-1,2-dihydropyrimidin-4-yl) carbamate